methyl (S)-4-amino-3-methyl-5-((oxetan-2-ylmethyl)amino)benzoate NC1=C(C=C(C(=O)OC)C=C1NC[C@H]1OCC1)C